Benzyl N-[2-[(2R)-4-[3-[1-(2,6-dioxo-3-piperidyl)-3-methyl-2-oxo-benzimidazol-5-yl]propyl] morpholin-2-yl]ethyl]-N-methyl-carbamate O=C1NC(CCC1N1C(N(C2=C1C=CC(=C2)CCCN2C[C@H](OCC2)CCN(C(OCC2=CC=CC=C2)=O)C)C)=O)=O